FC1([C@@H](CN(C1)CC=1C=C2C=NC(=NC2=CC1)C1CCOCC1)OC=1C=C2CN(C(C2=CC1)=O)[C@@H]1C(NC(CC1)=O)=O)F (S)-3-(5-(((R)-4,4-difluoro-1-((2-(tetrahydro-2H-pyran-4-yl)quinazolin-6-yl)methyl)pyrrolidin-3-yl)oxy)-1-oxoisoindolin-2-yl)piperidine-2,6-dione